BrC=1C(=C(C=CC1)NC(=O)C1=NN2C([C@@H](CCC2)N2C[C@@H](CC2)C(=O)OC)=C1)Cl (R)-methyl 1-((R)-2-((3-bromo-2-chlorophenyl)carbamoyl)-4,5,6,7-tetrahydropyrazolo[1,5-a]pyridin-4-yl)pyrrolidine-3-carboxylate